N-[1-[3-(2,6-dioxo-3-piperidinyl)-1-methyl-indazol-6-yl]-4-piperidinyl]-N-methyl-carbamic acid tert-butyl ester C(C)(C)(C)OC(N(C)C1CCN(CC1)C1=CC=C2C(=NN(C2=C1)C)C1C(NC(CC1)=O)=O)=O